P(O)(O)O.C1(=CC=CC=C1)P(O)(O)=O phenylphosphonic acid phosphite